N,N-dibenzyl-4-methyl-2-(2,4,5-trifluoro-3-hydroxyphenyl)thiazole-5-carboxamide C(C1=CC=CC=C1)N(C(=O)C1=C(N=C(S1)C1=C(C(=C(C(=C1)F)F)O)F)C)CC1=CC=CC=C1